BrC=1C=C(C=C(C1)F)C1=CC(=C(C=C1)N1C(N(C=C1)C)=O)Cl 3-bromo-3'-chloro-5-fluoro-4'-(3-methyl-2-oxo-2,3-dihydro-1H-imidazol-1-yl)-[1,1'-biphenyl]